2-(4-Fluorophenyl)-N-{4-[5-methyl-3-(5-methyl-2-thienyl)-4-oxo-4,5-dihydro-1H-pyrrolo[3,2-c]pyridin-2-yl]pyridin-2-yl}propanamid FC1=CC=C(C=C1)C(C(=O)NC1=NC=CC(=C1)C1=C(C=2C(N(C=CC2N1)C)=O)C=1SC(=CC1)C)C